CC=1C=C(C=CC1OC1=CC=2N(C=C1)N=CN2)NC=2C1=C(N=CN2)C=NC(=C1)N1C(C(CC1)=C)=O 1-{4-[(3-methyl-4-{[1,2,4]triazolo[1,5-a]pyridin-7-yloxy}phenyl)amino]pyrido[3,4-d]pyrimidin-6-yl}-3-methylidenepyrrolidin-2-one